5-Fluoro-2-(1H-pyrazole-4-yl)pyridine FC=1C=CC(=NC1)C=1C=NNC1